O=C1NC(CCC1N1C(C2=CC=C(C=C2C1=O)N1CC(CC1)C=O)=O)=O 1-[2-(2,6-dioxopiperidin-3-yl)-1,3-dioxoisoindol-5-yl]pyrrolidine-3-carbaldehyde